tert-butyl (2-(3,5-diethynylbenzamido)ethyl)carbamate C(#C)C=1C=C(C(=O)NCCNC(OC(C)(C)C)=O)C=C(C1)C#C